(S)-N-((3-bromo-2-(difluoromethoxy)pyridin-4-yl)methylene)-2-methylpropane-2-sulfinamide BrC=1C(=NC=CC1C=N[S@@](=O)C(C)(C)C)OC(F)F